C1N(CCC2=CC=CC=C12)C[C@H](CN1CCOC2=C(C1=O)C=CC(=C2)OC2CC1CCC(C2)N1CCF)O 4-[(2R)-3-(3,4-dihydro-1H-isoquinolin-2-yl)-2-hydroxy-propyl]-8-[[8-(2-fluoroethyl)-8-azabicyclo[3.2.1]octan-3-yl]oxy]-2,3-dihydro-1,4-benzoxazepin-5-one